C(=O)(O)CN1C[C@@H](N(C[C@@H](N(C[C@@H](N(C[C@@H]1C)CC(=O)O)C)CC(=O)O)C)CC(=O)O)C [(2S,5S,8S,11S)-4,7,10-tris-carboxymethyl-2,5,8,11-tetramethyl-1,4,7,10-tetraazacyclododecane-1-yl]acetic acid